C1(CCC1)N1C=C(C(C2=C1N=C(N=C2)NC2=CC=C(C=C2)N2CCN(CC2)C)=O)C2=C(C=CC=C2Cl)Cl 8-cyclobutyl-6-(2,6-dichlorophenyl)-2-{[4-(4-methylpiperazin-1-yl)phenyl]amino}pyrido[2,3-d]pyrimidin-5(8H)-one